COC=1C=C(C=C(C1)OC)C1=C(C=CC(=C1)C)SC1=CC=CC(=N1)C(=O)NCC1=CC=C(C=C1)C=1N=NC=NN1 6-[2-(3,5-dimethoxyphenyl)-4-methyl-phenyl]sulfanyl-N-[[4-(1,2,4,5-tetrazin-3-yl)phenyl]methyl]pyridine-2-carboxamide